4-({4-[({2-[methyl(methylsulfonyl)amino]pyridin-3-yl}methyl)amino]-5-(trifluoromethyl)pyrimidin-2-yl}amino)-N-(pyridin-2-ylmethyl)benzamide CN(C1=NC=CC=C1CNC1=NC(=NC=C1C(F)(F)F)NC1=CC=C(C(=O)NCC2=NC=CC=C2)C=C1)S(=O)(=O)C